OC1=C(C=CC(=C1)C(F)(F)F)C1=C(C=C(N=N1)N[C@H]1CN(CCC1)C1CCN(CC1)C(=O)N1CC(C1)O)C 1-[(3R)-3-({6-[2-hydroxy-4-(trifluoromethyl)phenyl]-5-methylpyridazin-3-yl}amino)-[1,4'-bipiperidine]-1'-carbonyl]azetidin-3-ol